ClCCCOC1=CC=C(C=C1)C=1NC2=CC=C(C=C2C(C1O)=O)[N+](=O)[O-] 2-(4-(3-chloropropyloxy)phenyl)-3-hydroxy-6-nitroquinolin-4(1H)-one